N-(2-(5-fluoro-1H-indol-3-yl)ethyl)-N-isopropylcyclopropanamine FC=1C=C2C(=CNC2=CC1)CCN(C1CC1)C(C)C